2-((R or S)-1-(4-cyano-5,5-difluoro-3-((S)-2-methylazetidin-1-yl)-6,7-Dihydro-5H-cyclopenta[c]pyridin-1-yl)pyrrolidin-3-yl)acetic acid C(#N)C=1C2=C(C(=NC1N1[C@H](CC1)C)N1C[C@H](CC1)CC(=O)O)CCC2(F)F |o1:15|